N-(4-fluoro-3-methylphenyl)-1,2,4-trimethyl-5-(2-((4-methyl-1-(1H-pyrazole-4-carbonyl)piperidin-4-yl)amino)-2-oxoacetyl)-1H-pyrrole-3-carboxamide FC1=C(C=C(C=C1)NC(=O)C1=C(N(C(=C1C)C(C(=O)NC1(CCN(CC1)C(=O)C=1C=NNC1)C)=O)C)C)C